NC1=CC=C(OC2=NC(=NC=C2Cl)NC2=NN(C=C2)C)C=C1 4-(4-aminophenoxy)-5-chloro-N-(1-methyl-1H-pyrazol-3-yl)pyrimidin-2-amine